(1-Methyl-1H-1,2,4-triazol-3-yl)methyl (1-((4-fluorophenyl)carbamoyl)-2-methyl-2,4,5,6-tetrahydrocyclopenta[c]pyrrol-4-yl)carbamate FC1=CC=C(C=C1)NC(=O)C=1N(C=C2C1CCC2NC(OCC2=NN(C=N2)C)=O)C